OC1=CC=C(C=C1)C(C1=CC(=CC=C1)O)C1=CC=C(C=C1)O bis(4-hydroxy-phenyl)-3-hydroxyphenyl-methane